2-(4-chloro-3,5-difluoro-1H-indole-2-carbonyl)hexahydro-2H,6H-pyrazino[1,2-c][1,3]oxazin-6-one ClC1=C2C(=C(NC2=CC=C1F)C(=O)N1CC2N(C(OCC2)=O)CC1)F